CC1COC2=C(CN1C(=O)NC1=CC(=C(C=C1)C)C=1OC=C(N1)C)C=CC=C2 3-methyl-N-(4-methyl-3-(4-methyloxazol-2-yl)phenyl)-2,3-dihydrobenzo[f][1,4]oxazepine-4(5H)-carboxamide